NC1=C(C2=C(S1)CCC21CN(C1)C1=NC(=NC(=N1)N(C)C(C)C=1C(=NC=CC1)N)OCCC=1N(C=CN1)C)C#N 2-amino-1'-[4-[1-(2-amino-3-pyridyl)ethyl-methyl-amino]-6-[2-(1-methylimidazol-2-yl)ethoxy]-1,3,5-triazin-2-yl]spiro[5,6-dihydrocyclopenta[b]thiophene-4,3'-azetidine]-3-carbonitrile